1-[(4,5-dichloro-1H-indol-2-yl)carbonyl]-3-methyl-3-pyrrolidinecarboxamide ClC1=C2C=C(NC2=CC=C1Cl)C(=O)N1CC(CC1)(C(=O)N)C